ClCC1=C(C=CC=C1)C=CCC chloromethylbutenyl-benzene